N1(C[C@@H](CCCC1)C(=O)OC)C(=O)OCC1=CC=CC=C1 |r| 1-benzyl 3-methyl (3RS)-azepane-1,3-dicarboxylate